O[C@H]1[C@H]2[C@@H]3CC[C@H]([C@@H](CCCC(C)C)C)[C@]3(CC[C@@H]2[C@]2(CCC(C=C2C1)=O)C)C 7α-Hydroxy-4-cholesten-3-one